ClC1=CC=C(C=C1)[C@H]1C[C@@H](CO1)C1=NOC(=N1)CN1C=NC2=C(C1=O)C(=NN2)C 5-((3-((3R,5R)-5-(4-chlorophenyl)tetrahydro-furan-3-yl)-1,2,4-oxadiazol-5-yl)methyl)-3-methyl-1,5-dihydro-4H-pyrazolo[3,4-d]pyrimidin-4-one